2-(4-((4-(3,5-bis(trifluoromethyl)phenyl)-1H-1,2,3-triazol-1-yl)methyl)-3-fluorophenyl)-5-(difluoromethyl)-1,3,4-oxadiazole FC(C=1C=C(C=C(C1)C(F)(F)F)C=1N=NN(C1)CC1=C(C=C(C=C1)C=1OC(=NN1)C(F)F)F)(F)F